C(C1=CC=CC=C1)OC=1C=C(C(=NC1)Cl)F 5-(benzyloxy)-2-chloro-3-fluoropyridine